3-[3-methyl-2-oxo-5-[4-(4-piperidyloxy)but-1-ynyl]benzimidazol-1-yl]piperidine CN1C(N(C2=C1C=C(C=C2)C#CCCOC2CCNCC2)C2CNCCC2)=O